Ethylene OrthoSilicate [Si]1(OCCO1)([O-])[O-]